COC=1C=C2C(=C(C=NC2=CC1)C=O)N1CCC2(OCCO2)CC1 (6-METHOXY-4-(1,4-DIOXA-8-AZASPIRO[4.5]DECAN-8-YL)QUINOLIN-3-YL)METHANONE